CC1=C(C(NC(=C1)C)=O)CNC(=O)C=1C=2C=NN(C2C=C(C1)C=1C=NC(=CC1)N1CCN(CC1)CCNC(CCS)=O)C(C)C N-((4,6-dimethyl-2-oxo-1,2-dihydropyridin-3-yl)methyl)-1-isopropyl-6-(6-(4-(2-(3-mercaptopropanamido)ethyl)piperazin-1-yl)pyridin-3-yl)-1H-indazole-4-carboxamide